3,5-di-tert-butyl-4-hydroxyphenyl-pentaerythritol propionate C(CC)(=O)O.C(C)(C)(C)C=1C=C(C=C(C1O)C(C)(C)C)C(O)C(CO)(CO)CO